FC1=CC(=C(C=C1)C1=C(N=CS1)CC1=CC=NN1C)[C@@H](C)O (R)-5-((5-(4-fluoro-2-(1-hydroxyethyl)phenyl)thiazol-4-yl)methyl)-1-methyl-1H-pyrazole